2-(3,5-dimethyl-1H-pyrazol-1-yl)-7-methyl-N-(4-methoxyphenyl)-7H-pyrrolo[2,3-d]pyrimidin-4-amine CC1=NN(C(=C1)C)C=1N=C(C2=C(N1)N(C=C2)C)NC2=CC=C(C=C2)OC